ClC1=CC2=C(C(=NO2)C2=C(C=CC=C2)[C@H](CC2=NC(=CC=C2C)S(=O)(=O)C)N)C=C1 (S)-1-[2-(6-Chlorobenzo[d]isoxazol-3-yl)phenyl]-2-(3-methyl-6-methylsulfonylpyridin-2-yl)ethan-1-amine